N-methyl-N-(2-(methylamino)ethyl)formamide CN(C=O)CCNC